FC1=CC=C(C=C1)C=1N=C2N(CCNC2)C1C1=CC=NC=C1 4-[2-(4-fluorophenyl)-5H,6H,7H,8H-imidazo[1,2-a]pyrazin-3-yl]pyridine